diethyleneglycol propyl ether C(CC)OCCOCCO